CC1=C(C(=O)[O-])C(=CC=N1)C 2,4-dimethylnicotinate